[Li+].[O-2].[Mn+2] manganese-oxide lithium